N-(3-chloro-4-fluorophenyl)-4-(5-(4-fluoro-3-(4-hydroxycyclohex-1-en-1-yl)-1-(2-hydroxyethyl)-1H-pyrazol-5-yl)-5-hydroxyoctahydropentalen-2-yl)-1-methyl-1H-imidazole-5-carboxamide ClC=1C=C(C=CC1F)NC(=O)C1=C(N=CN1C)C1CC2CC(CC2C1)(O)C1=C(C(=NN1CCO)C1=CCC(CC1)O)F